8,8'-(((1S,3R)-3-HYDROXYCYCLOPENTYL)AZANEDIYL)BIS(N,N-DIDECYLOCTANAMIDE) O[C@H]1C[C@H](CC1)N(CCCCCCCC(=O)N(CCCCCCCCCC)CCCCCCCCCC)CCCCCCCC(=O)N(CCCCCCCCCC)CCCCCCCCCC